5-cyclopropyl-2-methyl-pyrazole-3-carboxylic acid C1(CC1)C=1C=C(N(N1)C)C(=O)O